ClC=1C(=NC(=NC1)NC1CCOCC1)C=1C=C2C(N(C(C2=CC1)CCO)CC(=O)N)=O 2-(5-(5-chloro-2-((oxacyclohex-4-yl)amino)pyrimidin-4-yl)-1-(2-hydroxyethyl)-3-oxoisoindolin-2-yl)acetamide